CN1CC(CCC1)OC([C@H](C1=CC=CC=C1)OC)=O (S)-2-methoxy-2-phenylacetic acid-1-methylpiperidin-3-yl ester